C(C)(C)(C)OCCOC1=NC(=NC=C1)NC1=C(C(OC(=C1)C(=O)NC=1SC(=NN1)N1N=CC=C1C)=O)OC 4-((4-(2-(tert-butoxy)ethoxy)pyrimidin-2-yl)amino)-3-methoxy-N-(5-(5-methyl-1H-pyrazol-1-yl)-1,3,4-thiadiazol-2-yl)-2-oxo-2H-pyran-6-carboxamide